2,3,4,6-tetra-O-benzoyl-7-O-[bis(phenyloxy)phosphoryl]-D-glycero-D-manno-heptopyranose C(C1=CC=CC=C1)(=O)O[C@@H]1C(O)O[C@@H]([C@H]([C@@H]1OC(C1=CC=CC=C1)=O)OC(C1=CC=CC=C1)=O)[C@H](OC(C1=CC=CC=C1)=O)COP(=O)(OC1=CC=CC=C1)OC1=CC=CC=C1